trans-1-(5-(2-(piperidin-4-ylmethyl-amino)cyclopropyl)indolin-1-yl)propan-1-one N1CCC(CC1)CN[C@H]1[C@@H](C1)C=1C=C2CCN(C2=CC1)C(CC)=O